4-(4-chlorophenyl)-6-(cyclopropylamino)-2-(2-methyl-2H-indazol-5-yl)pyrido[3,2-c]pyridazin-3(2H)-one ClC1=CC=C(C=C1)C1=C2C(=NN(C1=O)C1=CC3=CN(N=C3C=C1)C)C=CC(=N2)NC2CC2